N1=NC=C2C=NC3=CC=C(CC3=C21)C(=O)NN pyrazolo[4,3-c]quinoline-8-carbohydrazide